NC1=CC=C(C=C1)N1C(NNC1=O)=O 4-(4-aminophenyl)-1,2,4-triazolidine-3,5-dione